5-(2-carboxyethyl)-2-hydroxyphenyl β-D-glucopyranoside O([C@H]1[C@H](O)[C@@H](O)[C@H](O)[C@H](O1)CO)C1=C(C=CC(=C1)CCC(=O)O)O